triethyl-(((9Z,12Z,15Z)-1-methoxyoctadeca-9,12,15-trien-1-yl)oxy)silane C(C)[Si](OC(CCCCCCC\C=C/C\C=C/C\C=C/CC)OC)(CC)CC